(S)-3-(4-(trifluoromethyl)phenyl)morpholin-4-ium chloride [Cl-].FC(C1=CC=C(C=C1)[C@@H]1[NH2+]CCOC1)(F)F